N=1C=2N(C=CC1N1CCC(CC1)CN1CCN(CC1)C1CCN(CC1)C=1C=C3C(N(C(C3=CC1)=O)N1C(NC(CC1)=O)=O)=O)C1=C(N2)C=CC=C1 5-(4-(4-((1-(benzo[4,5]imidazo[1,2-a]pyrimidin-2-yl)piperidin-4-yl)methyl)piperazin-1-yl)piperidin-1-yl)-2-(2,4-dioxotetrahydropyrimidin-1(2H)-yl)isoindoline-1,3-dione